C1C(CCC2CCCCC12)C1=NC(=NO1)N1CCC2=CC(=CC=C12)C=O 1-(5-(decahydronaphthalen-2-yl)-1,2,4-oxadiazol-3-yl)-2,3-dihydroindole-5-carbaldehyde